N-[1-(2-{6-[(3R)-3-Aminopiperidine-1-carbonyl]-4-methoxy-3-methylpyrazolo[1,5-a]pyridin-2-yl}-1-(cyclopropylmethyl)-1H-indol-6-yl)azetidin-3-yl]-N-methylmethanesulfonamide N[C@H]1CN(CCC1)C(=O)C=1C=C(C=2N(C1)N=C(C2C)C=2N(C1=CC(=CC=C1C2)N2CC(C2)N(S(=O)(=O)C)C)CC2CC2)OC